CCCCCCCCCCCCCCCCCCCCCC#C tricosyne